C[C@H](CCCC(C)C)[C@H]1CC[C@@H]2[C@@]1(CCC3=C2CC[C@@H]4[C@@]3(CC[C@@H]([C@H]4C(=O)O)O)C)C The molecule is a 3beta-sterol that is 5alpha-cholest-8-en-3beta-ol carrying an additional carboxy substituent at position 4alpha. It has a role as a human metabolite. It is a 3beta-sterol, a cholestanoid and a steroid acid. It is a conjugate acid of a 3beta-hydroxy-5alpha-cholest-8-ene-4alpha-carboxylate.